decanediol dichloride [Cl-].[Cl-].C(CCCCCCCCC)(O)O